C(C)(C)(C)OC(NC1=NC=C(C=C1CC)N)=O (5-Amino-3-ethylpyridin-2-yl)carbamic acid tert-butyl ester